methyl (R)-4-oxo-2-(thiophen-3-ylethynyl)chromane-2-carboxylate O=C1C[C@](OC2=CC=CC=C12)(C(=O)OC)C#CC1=CSC=C1